1-(3-methylphenyl)piperidine-4-carboxamide methyl-(1r,4r)-4-(3-chloroanilino)-2'-[3-hydroxy-2-(hydroxymethyl)propyl]-2',3'-dihydrospiro[cyclohexane-1,1'-indene]-4-carboxylate COC(=O)C1(CCC2(C(CC3=CC=CC=C23)CC(CO)CO)CC1)NC1=CC(=CC=C1)Cl.CC=1C=C(C=CC1)N1CCC(CC1)C(=O)N